4-allyl-6-chlorocatechol di-n-octanoate C(CCCCCCC)(=O)OC=1C(OC(CCCCCCC)=O)=CC(=CC1Cl)CC=C